ClC1=NC(=NC(=C1Cl)Cl)N 4,5,6-trichloropyrimidin-2-amine